C(C)(=O)OOC1=CC=C(C=C1)Cl p-chlorophenoxy acetate